Pentandion CC(C(CC)=O)=O